O.NC1=CC=2C3=CC(=C(C=C3C3=CC(=C(C=C3C2C=C1N)N)N)N)N 2,3,6,7,10,11-hexa-amino-triphenylene Hydrate